N-(benzo[d]thiazol-2-yl)-N-(4-(5-(difluoromethyl)-1,3,4-oxadiazol-2-yl)benzyl)methanesulfonamide S1C(=NC2=C1C=CC=C2)N(S(=O)(=O)C)CC2=CC=C(C=C2)C=2OC(=NN2)C(F)F